ethyl 1-(2-fluorophenyl)-3,7-dioxazepine-4-carboxylate FC1=C(C=CC=C1)N1COC(C=CO1)C(=O)OCC